BrC=1C=C2C(=CC1)C(N(C[C@]21[C@H](C1)Cl)CC(=O)NC1=NC=C(C=N1)F)=O 2-[(2's,4r)-6-bromo-2'-chloro-1-oxospiro[3H-isoquinoline-4,1'-cyclopropane]-2-yl]-N-(5-fluoropyrimidin-2-yl)acetamide